C(CCCCC(=O)OCCCCCCCCCCCC)(=O)OCC(COC(CC12CC3CC(CC(C1)C3)C2)=O)COC(=O)OCCCN(CC)CC 3-(2-((3r,5r,7r)-adamantan-1-yl)acetoxy)-2-((((3-(diethylamino)propoxy)carbonyl)oxy)methyl)propyl dodecyl adipate